N-(6-Chloropyridin-2-yl)-2-(3,3-difluorocyclopentyl)-2-(4-(2-methyl-2H-tetrazol-5-yl)phenyl)acetamide ClC1=CC=CC(=N1)NC(C(C1=CC=C(C=C1)C=1N=NN(N1)C)C1CC(CC1)(F)F)=O